O1[C@H](CCC1)C(=O)O |r| racemic-tetrahydrofuran-2-carboxylic acid